OC1=C(C=O)C=C(C=C1OC)\C=C/C1=CC=C(C=C1)N1CCOCC1 (Z)-2-hydroxy-3-methoxy-5-(4-morpholinostyryl)benzaldehyde